2-(chloromethyl)-5-methoxy-1,3,4-thiadiazole ClCC=1SC(=NN1)OC